2-(6-azaspiro[2.5]octan-6-yl)-5-chloro-4,6-dimethyl-N-(5-sulfamoyl-3-pyridyl)pyridine-3-carboxamide C1CC12CCN(CC2)C2=NC(=C(C(=C2C(=O)NC=2C=NC=C(C2)S(N)(=O)=O)C)Cl)C